N-[6-[[[(1-methyltetrazole-5-yl)-phenyl-methylene]amino]oxymethyl]-2-pyridinyl]carbamic acid CN1N=NN=C1C(C1=CC=CC=C1)=NOCC1=CC=CC(=N1)NC(O)=O